2-(3,3-dimethylcyclohexylidene)ethanol CC1(CC(CCC1)=CCO)C